ClC1=CC=C(C=C1)N1N=CC(=C1)CC(=O)NC=1SC(=CN1)C(F)(F)F 2-[1-(4-chlorophenyl)-1H-pyrazol-4-yl]-N-[5-(trifluoromethyl)-1,3-thiazol-2-yl]acetamide